O=S1(N=C(C2=C1C=CC=C2)N(\N=C\C2=CC(=C(C=C2)O)OC)C)=O 4-[(E)-[(1,1-dioxo-1,2-benzothiazol-3-yl)-methyl-hydrazono]methyl]-2-methoxy-phenol